4-methoxy-3-{2-[(6-methoxy-1,2,3,4-tetrahydroisoquinolin-7-yl)amino]quinazolin-7-yl}benzonitrile COC1=C(C=C(C#N)C=C1)C1=CC=C2C=NC(=NC2=C1)NC1=C(C=C2CCNCC2=C1)OC